CN1C(C2=C(C(=C1)C=1C=C(C=C3NC(C4(NC13)CCC4)=O)S(=O)(=O)C)C=CN2)=O 8'-(6-methyl-7-oxo-6,7-dihydro-1H-pyrrolo[2,3-c]pyridin-4-yl)-6'-(methylsulfonyl)-1',4'-dihydro-3'H-spiro[cyclobutane-1,2'-quinoxalin]-3'-one